(3Z)-1-chloro-9,9-diethoxy-3-nonene ClCC\C=C/CCCCC(OCC)OCC